(3R)-7-((S)-4-acryloyl-2-methylpiperazin-1-yl)-9-chloro-10-(2,4-difluorophenyl)-3-((1-methylpiperidin-4-yl)-methyl)-2H-[1,4]-thiazino-[2,3,4-ij]-quinazolin-5(3H)-one C(C=C)(=O)N1C[C@@H](N(CC1)C1=NC(N2C3=C(C(=C(C=C13)Cl)C1=C(C=C(C=C1)F)F)SC[C@H]2CC2CCN(CC2)C)=O)C